(4-isopropylphenyl)imidazo[1,2-a]pyrimidine C(C)(C)C1=CC=C(C=C1)C=1N=C2N(C=CC=N2)C1